bromo-[4-[tert-butyl(dimethyl)silyl]oxybutyl]magnesium Br[Mg]CCCCO[Si](C)(C)C(C)(C)C